BrC=1C=C2C(=NNC2=NC1)C(C(C)O)O 1-(5-bromo-1H-7-azaindazol-3-yl)-1,2-propanediol